C(C)(C)(C)OC(=O)N[C@H](C(=O)O)CC=C (2S)-2-{[(tert-butoxy)carbonyl]amino}pent-4-enoic acid